2-(3,5-Difluoropyridin-4-yl)-6,6-dimethyl-3-(1H-pyrazolo[3,4-b]pyridin-4-yl)-6,7-dihydro-4H-pyrazolo[5,1-c][1,4]oxazine FC=1C=NC=C(C1C1=NN2C(COC(C2)(C)C)=C1C1=C2C(=NC=C1)NN=C2)F